CC1=C(C=CC(=C1)C)SC1=C(C=CC=C1)N1CCNCC1 1-[2-(2,4-dimethylphenylsulfanyl)-phenyl]-piperazine